(-)-Menthyl (2R)-1'-benzyl-3-oxo-1,3-dihydro-1'H,2H-2,3'-biindole-2-carboxylate C(C1=CC=CC=C1)N1C=C(C2=CC=CC=C12)[C@]1(NC2=CC=CC=C2C1=O)C(=O)OC1CC(CCC1C(C)C)C